OCC1=CC=C(CC2=CC=C(C#N)C=C2)C=C1 4-(4-(hydroxymethyl)benzyl)benzonitrile